C(C)[C@@H]1N(C[C@H](N(C1)C(CC)C1=CC=C(C=C1)OC(C)C)CC)C=1C2=C(N(C(N1)=O)C)C=CC(=N2)C#N 4-((2s,5r)-2,5-diethyl-4-(1-(4-isopropoxyphenyl)propyl)piperazin-1-yl)-1-methyl-2-oxo-1,2-dihydropyrido[3,2-d]pyrimidine-6-carbonitrile